C(C)(C)C=1C=C(C=C(C1NC=1C(=CC=CC1)N)C(C)C)C1=CC=CC=C1 N1-(3,5-diisopropyl-[1,1'-biphenyl]-4-yl)benzene-1,2-diamine